OC(=O)C1(C2C=CC(C1)C2)CC(=O)OCCCC 2-hydroxycarbonyl-2-butoxycarbonylmethylbicyclo[2.2.1]Hept-5-ene